4-(5-(3-(trifluoromethyl)phenyl)-oxazole-2-carboxamido)pyrrolidine-1-carboxylate FC(C=1C=C(C=CC1)C1=CN=C(O1)C(=O)NC1CCN(C1)C(=O)[O-])(F)F